2-((2S,4S)-1-acryloyl-4-(8-chloro-7-(2-cyclopropylphenyl)-4-(3-(dimethylamino)azetidin-1-yl)-6-fluoro-1H-[1,2,3]triazolo[4,5-c]quinolin-1-yl)piperidin-2-yl)acetonitrile C(C=C)(=O)N1[C@@H](C[C@H](CC1)N1N=NC=2C(=NC=3C(=C(C(=CC3C21)Cl)C2=C(C=CC=C2)C2CC2)F)N2CC(C2)N(C)C)CC#N